6,7-Dimethoxy-2-(4-(5-(2-nitro-5-(pyridin-3-ylmethoxy)phenyl)-2H-tetrazol-2-yl)phenethyl)-1,2,3,4-tetrahydroisoquinoline COC=1C=C2CCN(CC2=CC1OC)CCC1=CC=C(C=C1)N1N=C(N=N1)C1=C(C=CC(=C1)OCC=1C=NC=CC1)[N+](=O)[O-]